OC=C(C(=O)N[C@H](C)C1=C(C=CC=C1)C)C1=CC=C(C=C1)OC[C@H](CCC)C (2S)-3-Hydroxy-2-{4-[(2-methylpentyl)oxy]phenyl}-N-[(1R)-1-(2-methylphenyl)ethyl]propenamide